2-(2,5-dimethyl-1H-pyrrol-1-yl)thiazolo[4,5-b]pyridine-6-carboxylic acid ethyl ester C(C)OC(=O)C=1C=C2C(=NC1)N=C(S2)N2C(=CC=C2C)C